FC1=C(C(=CC=C1)C1=CC=C(C=C1)C(F)(F)F)C(=O)NCC1(NC(NC1=O)=O)C12CC(C1)(C2)F fluoro-N-{[4-(3-fluorobicyclo[1.1.1]pentan-1-yl)-2,5-dioxoimidazolidin-4-yl]methyl}-4'-(trifluoromethyl)[biphenyl]-2-carboxamide